C[C@H]1COCC[C@@H]1NC1=C(C(=O)O)C=CC(=C1)C(F)(F)F |r| Trans-rac-2-(((3R,4S)-3-methyltetra-hydro-2H-pyran-4-yl)amino)-4-(trifluoro-methyl)-benzoic acid